3-ethoxyprop-2-enoic acid ethyl ester C(C)OC(C=COCC)=O